7-fluoro-N-((tetrahydro-1H-pyrrolizin-7a(5H)-yl)methyl)-2,3-dihydro-1H-pyrrolo[1,2-a]indole-9-carboxamide formate C(=O)O.FC1=CC=2C(=C3N(C2C=C1)CCC3)C(=O)NCC31CCCN1CCC3